O1CCOC12CCC(CC2)C2=NC=CC=C2CNCCC2(CCOC1(CCCC1)C2)C2=NC=CC=C2 N-((2-(1,4-dioxaspiro[4.5]decan-8-yl)pyridin-3-yl)methyl)-2-(9-(pyridin-2-yl)-6-oxaspiro[4.5]decan-9-yl)ethanamine